ClC1=CC=C2CCN(CC2=C1Cl)S(=O)(=O)N[C@@H]([C@H](C)C1=C(C(=CC=C1F)C)C)C=1OC(NN1)=O 7,8-dichloro-N-((1S,2R)-2-(6-fluoro-2,3-dimethylphenyl)-1-(5-oxo-4,5-dihydro-1,3,4-oxadiazol-2-yl)prop-yl)-3,4-dihydroisoquinoline-2(1H)-sulfonamide